CC(C)(C#CC(C)(OOC(C)(C)C)C)OOC(C)(C)C 2,5-dimethyl-2,5-di-(tert-butylperoxyl)hexyne